2-(cyclopent-2-en-1-yl)-1-(4-methyl benzenesulfonyl)pyrroleBENZOATE C1(C=CCC1)C1(N(C=CC1)S(=O)(=O)C1=CC=C(C=C1)C)C1=CC=CC=C1C(=O)[O-]